C1(=CC=CC=C1)C(C1=CC=CC=C1)NC=1N(C(C(=C(N1)C(=O)OC)OC)=O)C methyl 2-[(diphenylmethyl)amino]-5-methoxy-1-methyl-6-oxo-1,6-dihydropyrimidine-4-carboxylate